Cl.Cl.NCCC1=CC=C(C=C1)NC(=O)C=1C=NC(=C(C1)Cl)N1CCNCC1 N-[4-(2-aminoethyl)phenyl]-5-chloro-6-piperazin-1-yl-pyridine-3-carboxamide dihydrochloride